2-chloro-N-(methylthioureido)phenylformamidine ClC1=C(C=CC=C1)C(=N)NNC(=S)NC